C(C)(C)(C)OC(=O)N(CC1CCC1)CC=1N(C2=CC(=CC=C2C1)CN1N=NC(=C1)C=1C=2N(C=C(C1)OC)C=NC2)C(=O)OC(C)(C)C tert-butyl 2-[[tert-butoxycarbonyl(cyclobutylmethyl)amino]methyl]-6-[[4-(6-methoxyimidazo[1,5-a]pyridin-8-yl)triazol-1-yl]methyl]indole-1-carboxylate